O1-tert-Butyl O2-methyl (2R,4S)-4-[tert-butyl(diphenyl)silyl]oxypyrrolidine-1,2-dicarboxylate [Si](C1=CC=CC=C1)(C1=CC=CC=C1)(C(C)(C)C)O[C@H]1C[C@@H](N(C1)C(=O)OC(C)(C)C)C(=O)OC